O1[C@@H]2[C@@H](NCCC1)CCC2 (5aS,8aS)-octahydro-2H-cyclopenta[b][1,4]oxazepine